1-(aminomethyl)cyclobutan-1-ol dihydrochloride Cl.Cl.NCC1(CCC1)O